Cl.Cl.O=S1(N(C2=C(OC1CCCNC)C=CC=C2)C=2C=NC1=CC=CC=C1C2)=O 3-[2,2-Dioxido-1-(chinolin-3-yl)-1H-4,2,1-benzoxathiazin-3-yl]-N-methylpropan-1-amin dihydrochlorid